FC=1C=C(C=CC1OC1=C2C(=NC=C1)N(C=C2)COCC[Si](C)(C)C)NC(OC(C)(C)C)=O tert-butyl (3-fluoro-4-((1-((2-(trimethylsilyl)ethoxy)methyl)-1H-pyrrolo[2,3-b]pyridin-4-yl)oxy)phenyl)carbamate